CNC1CCN(CC1)CC1=CC=C(C=C1)N1C(=NC=2C1=NC(=CC2)C2=CC=CC=C2)C=2C(=NC=CC2)N 3-[3-[4-[[4-(methylamino)-1-piperidyl]methyl]phenyl]-5-phenyl-imidazo[4,5-b]pyridin-2-yl]pyridin-2-amine